N1=C(C=CC=C1)N(P(C1=CC=CC=C1)C1=CC=CC=C1)C1=NC=CC=C1 di-(2-pyridyl)(diphenyl-phosphino)amine